COC1=NC=CC=C1C=1C=NN2C1N=C(C=C2)NCCN(C(OC(C)(C)C)=O)C tert-butyl (2-((3-(2-methoxypyridin-3-yl)pyrazolo[1,5-a]pyrimidin-5-yl)amino)ethyl)-(methyl)carbamate